ethyl 5-(5-chloropyrazin-2-yl)-2-methylbenzofuran-3-carboxylate ClC=1N=CC(=NC1)C=1C=CC2=C(C(=C(O2)C)C(=O)OCC)C1